(+)-[6-[(2,4-Difluorophenyl)methyl]-2-azaspiro[3.3]heptan-2-yl]-[(1S,9R)-7-oxa-3,4,11-triazatricyclo[7.3.0.02,6]dodeca-2(6),4-dien-11-yl]methanone FC1=C(C=CC(=C1)F)CC1CC2(CN(C2)C(=O)N2C[C@@H]3COC=4C=NNC4[C@@H]3C2)C1